CC1=NC=2N(C(=C1)C)N=CC2C(=O)NC2=CC=C(C=C2)C=2OC=CN2 5,7-DIMETHYL-N-(4-(OXAZOL-2-YL)PHENYL)PYRAZOLO[1,5-a]PYRIMIDINE-3-CARBOXAMIDE